C(C)(=O)N[C@@H](C(=O)O)CSC[C@H](C(=O)O)NC(C)=O (S)-2-acetamido-3-(((S)-2-acetamido-2-carboxyethyl)thio)propionic acid